rac-5-(3-((1R,2R)-6-bromo-2-hydroxy-4,4-dimethyl-1,2,3,4-tetrahydronaphthalen-1-yl)ureido)-3-methyl-6-(tetrahydro-2H-pyran-4-yl)pyridinecarboxamide BrC=1C=C2C(C[C@H]([C@@H](C2=CC1)NC(NC=1C=C(C(=NC1C1CCOCC1)C(=O)N)C)=O)O)(C)C |r|